4-amino-3-chloro-6-(4-chloro-3-fluorophenyl)-5-fluoro-pyridine-2-carboxylic acid methyl ester COC(=O)C1=NC(=C(C(=C1Cl)N)F)C1=CC(=C(C=C1)Cl)F